FC=1C=C(C=CC1)C([C@H]1[C@@H]2N(C(C=3N1N=CC(C3O)=O)=O)CC(C2)(F)F)C2=CC(=CC=C2)F (9aR,10S)-10-(Bis(3-fluorophenyl)methyl)-8,8-difluoro-4-hydroxy-8,9,9a,10-tetrahydro-7H-pyrrolo[1',2':4,5]pyrazino[1,2-b]pyridazin-3,5-dion